C(CCCCCCCCCC)C(=O)CCCCCCCCCCC bisundecyl ketone